(3-(2-((4-bromo-5-chloropyridin-2-yl)amino)-2-oxoethyl)phenyl)carbamic acid tert-butyl ester C(C)(C)(C)OC(NC1=CC(=CC=C1)CC(=O)NC1=NC=C(C(=C1)Br)Cl)=O